2,7-Diphenyl-9H-carbazole C1(=CC=CC=C1)C1=CC=2NC3=CC(=CC=C3C2C=C1)C1=CC=CC=C1